O=C(C(=O)[O-])C1CC=CC2=NC3=CC=CC=C3C=C12.[Na+] sodium oxo-dihydro-acridinylacetate